tert-butyl 6-((4-(4-(trifluoromethyl) piperidin-1-yl) phenyl) amino)-1H-benzo[d]imidazole-1-carboxylate FC(C1CCN(CC1)C1=CC=C(C=C1)NC=1C=CC2=C(N(C=N2)C(=O)OC(C)(C)C)C1)(F)F